cobalt(II) fluoride trihydrate O.O.O.[Co](F)F